NS(=NC(CC1=C2CCCC2=CC=2CCCC12)=O)(=O)N(C1CN(CCC1)C)C=1C=NN(C1)C N-{Amino[(1-methyl-1H-pyrazol-4-yl)(1-methylpiperidin-3-yl)amino]oxo-lambda6-sulfanylidene}-2-(1,2,3,5,6,7-hexahydro-s-indacen-4-yl)acetamide